2-{[1-(1-hydroxycyclopropane-1-carbonyl)piperidin-4-yl]methyl}-4-methyl-8-(trifluoromethyl)-4,5-dihydro-2H-furo[2,3-g]indazole-7-carboxylate OC1(CC1)C(=O)N1CCC(CC1)CN1N=C2C3=C(CC(C2=C1)C)OC(=C3C(F)(F)F)C(=O)[O-]